(2S)-2-((2-((1-ethoxy-3,3-dimethyl-1,3-dihydro-[1,2]oxaborolo[4,3-b]pyridin-5-yl)amino)-5-(3-(4-fluoroquinuclidin-3-yl)-1,2,4-oxadiazol-5-yl)pyrimidin-4-yl)amino)-2-phenylethan-1-ol C(C)OB1OC(C2=NC(=CC=C21)NC2=NC=C(C(=N2)N[C@H](CO)C2=CC=CC=C2)C2=NC(=NO2)C2CN1CCC2(CC1)F)(C)C